C(=O)(OCCCCCCCCCCCCCCCC)OOC(=O)OCCCCCCCCCCCCCCCC di-cetyl peroxydicarbonate